ClC1=NC(=C2N=CN(C2=N1)C1=NC=C(C=C1)F)NN=CC1=CC(=CC=C1)C 2-Chloro-9-(5-fluoropyridin-2-yl)-6-(2-(3-methylbenzylidene)hydrazinyl)-9H-purine